N1=C(C=CC2=CC=CC=C12)C1=NC2=CC=CC=C2C=C1.[N] nitrogen biquinoline